4,4-dimethyl-benzothiopyran-6-yl-acetylene CC1(C=CSC2=C1C=C(C=C2)C#C)C